CC1=CC=C(C=C1)S(=O)(=O)ON1C(CCCC1)C 2-methylpiperidin-1-yl p-toluenesulfonate